COCCOC(=O)N1CCC(CC1)C1=NC(=NO1)C=1C=NC=C(C1)[C@](C1=CC=C(C=C1)C(C)C)(O)C1(CN(C1)C)C 4-(3-{5-[(R)-(1,3-Dimethyl-azetidin-3-yl)-hydroxy-(4-isopropyl-phenyl)-methyl]-pyridin-3-yl}-[1,2,4]oxadiazol-5-yl)-piperidine-1-carboxylic acid 2-methoxy-ethyl ester